3-(N-((1,2,3,5,6,7-Hexahydro-s-indacen-4-yl)carbamoyl)sulfamoyl)-N-(2-methoxyethyl)-N,1-dimethyl-1H-pyrazole-5-carboxamide, sodium Salt [Na].C1CCC2=C(C=3CCCC3C=C12)NC(=O)NS(=O)(=O)C1=NN(C(=C1)C(=O)N(C)CCOC)C